ClC1=CC=C(C=C1)N(C1=C(C=C(C=C1)O)Br)C 4-((4-chlorophenyl)(methyl)amino)-3-bromophenol